4,5-dichloro-1H-pyridazin-6-one ClC=1C=NNC(C1Cl)=O